2-(Difluoromethoxy)-5-bromopyridine FC(OC1=NC=C(C=C1)Br)F